ClC1=C(C(=CC=C1)F)NC(C1=C(C=C(C(=C1)F)C1=NN2C(CNCC2)=N1)O[C@H](C(F)(F)F)C)=O (S)-N-(2-Chloro-6-fluorophenyl)-5-fluoro-4-(5,6,7,8-tetrahydro-[1,2,4]triazolo[1,5-a]pyrazin-2-yl)-2-((1,1,1-trifluoropropan-2-yl)oxy)benzamide